(S)-N-((R)-1-(6-chloro-2-ethyl-1-oxoisoindoline-4-yl)-3-(1,3-dioxan-2-yl)propyl)-2-methylpropane-2-sulfinamide ClC1=CC(=C2CN(C(C2=C1)=O)CC)[C@@H](CCC1OCCCO1)N[S@@](=O)C(C)(C)C